C(C1=CC=CC=C1)C1(CCC1)CN 1-(1-benzylcyclobutyl)methanamine